3,3'-(((((2-(3-(2-carboxy-2-(pyrrolidin-3-yl)ethyl)-5-methylphenyl)acetyl)azanediyl)bis(ethane-2,1-diyl))bis(oxy))bis(5-methyl-3,1-phenylene))bis(2-(pyrrolidin-3-yl)propanoic acid) C(=O)(O)C(CC=1C=C(C=C(C1)C)CC(=O)N(CCOC=1C=C(C=C(C1)C)CC(C(=O)O)C1CNCC1)CCOC=1C=C(C=C(C1)C)CC(C(=O)O)C1CNCC1)C1CNCC1